3-pentyltridecane-2-ene C(CCCC)C(=CC)CCCCCCCCCC